palmitoyl-glycero-3-phosphoryl-phosphorylcholine C(CCCCCCCCCCCCCCC)(=O)OC(C[N+](C)(C)C)=P(=O)P(OCC(CO)O)(=O)O